COC1=C(C(=CC=C1)OC)N1C=NC=2C1=NC=CN2 1-(2,6-dimethoxyphenyl)-1H-imidazo[4,5-b]pyrazine